(1s,3s)-3-(Pyridin-4-yl)cyclobutane-1-carboxylic acid N1=CC=C(C=C1)C1CC(C1)C(=O)O